[C@@H]12COCC(CC1)N2C2(CC(C2)N2C(C(C1=NC=C(C=C12)Br)(C)C)=O)C 1-((1s,3s)-3-(3-oxa-8-azabicyclo[3.2.1]oct-8-yl)-3-methylcyclobutyl)-6-bromo-3,3-dimethyl-1,3-dihydro-2H-pyrrolo[3,2-b]pyridin-2-one